N-(3-chloro-5-(methylsulfonamido)phenyl)-5-(6-(3,3-difluoroazetidin-1-yl)pyridin-2-yl)-1-methyl-1H-pyrrole-3-carboxamide ClC=1C=C(C=C(C1)NS(=O)(=O)C)NC(=O)C1=CN(C(=C1)C1=NC(=CC=C1)N1CC(C1)(F)F)C